3-[(4-chlorobenzyl)amino]-5-(morpholin-4-yl)pyridine-2-carbonitrile ClC1=CC=C(CNC=2C(=NC=C(C2)N2CCOCC2)C#N)C=C1